diphenyl-(methyl)phosphine C1(=CC=CC=C1)P(C)C1=CC=CC=C1